N[C@H](C(=O)OCCC)COC(C)(C)C propyl (S)-2-amino-3-t-butoxypropionate